eicosyl vinyl ether C(=C)OCCCCCCCCCCCCCCCCCCCC